2-(6-fluoro-3-methyl-1H-indazol-5-yl)-4-[[5-piperazin-1-yl-2-pyridyl]amino]-6H-1,6-naphthyridin-5-one FC1=C(C=C2C(=NNC2=C1)C)C1=NC=2C=CNC(C2C(=C1)NC1=NC=C(C=C1)N1CCNCC1)=O